C(=O)(OC(C)(C)C)NCC(=O)[NH-] boc-glycylamide